FC1=NC=CC2=C1CC1CCC2N1C(=O)NC1=CC(=CC=C1)F (±)-1-fluoro-N-(3-fluorophenyl)-6,7,8,9-tetrahydro-5H-5,8-epiminocyclohepta[c]pyridine-10-carboxamide